CC=1N(C(=NN1)SCCCCOC1=C(OC2=CC(=CC(=C2C1=O)OC)OC)C1=CC(=C(C(=C1)OC)OC)OC)N=CC1=CC(=CC=C1)C 3-(4-((5-methyl-4-((3-methylbenzylidene)amino)-4H-1,2,4-triazol-3-yl)thio)butoxy)-5,7-dimethoxy-2-(3,4,5-trimethoxyphenyl)-4H-chromen-4-one